ethyl γ-hydroxybutyrate OCCCC(=O)OCC